N-[(1S)-1-(4-bromophenyl)-2,2,2-trifluoroethyl]-4-acetamido-N-methylcyclohexane-1-carboxamide BrC1=CC=C(C=C1)[C@@H](C(F)(F)F)N(C(=O)C1CCC(CC1)NC(C)=O)C